FC=1C=2N(C=C(C1)NC(=O)C=1N=CC(=NC1)N1CC(C1)CN1CC(C1)OCC(=O)O)C=C(N2)C 2-[1-[[1-[5-[(8-fluoro-2-methyl-imidazo[1,2-a]pyridin-6-yl)carbamoyl]pyrazin-2-yl]azetidin-3-yl]methyl]azetidin-3-yl]oxyacetic acid